C1(=C(C(=CC2=CC3=CC=CC=C3C=C12)S(=O)(=O)[O-])S(=O)(=O)[O-])S(=O)(=O)[O-].[Ca+2].C1(=C(C(=CC2=CC3=CC=CC=C3C=C12)S(=O)(=O)[O-])S(=O)(=O)[O-])S(=O)(=O)[O-].[Ca+2].[Ca+2] calcium anthracenetrisulfonate